2-oxo-2-((4-(phenylethynyl)phenyl)amino)acetic acid O=C(C(=O)O)NC1=CC=C(C=C1)C#CC1=CC=CC=C1